cycloPentazolate N1=C(C=C2C1=CC=C2)C(=O)[O-]